(3S,7R)-12-(benzyloxy)-N-(2,4-difluorobenzyl)-6-(2,2-dimethylhydrazineylidene)-3-methyl-1,11-dioxo-1,4,5,6,7,11-hexahydro-3H-2,7-methanopyrido[1,2-a][1,4]diazonine-10-carboxamide C(C1=CC=CC=C1)OC=1C(C(=CN2C1C(N1[C@H](CCC([C@H]2C1)=NN(C)C)C)=O)C(=O)NCC1=C(C=C(C=C1)F)F)=O